C1[C@@H](C2C[C@@H](C1C2)N=C=O)N=C=O 2β,5β-bis(isocyanato)norbornane